3-(2-fluoro-4-(1-(trifluoromethyl)cyclobutyl)phenyl)-5,5-dimethyl-1-((2-oxo-2,3-dihydro-1H-pyrrolo[2,3-b]pyridin-4-yl)methyl)imidazolidine-2,4-dione FC1=C(C=CC(=C1)C1(CCC1)C(F)(F)F)N1C(N(C(C1=O)(C)C)CC1=C2C(=NC=C1)NC(C2)=O)=O